6-(2-methoxyphenyl)-5,7-dimethyl-2-(pyridin-2-yl)-2,6-dihydro-1H-pyrrolo[3,4-d]pyridazin-1-one COC1=C(C=CC=C1)N1C(=C2C(N(N=CC2=C1C)C1=NC=CC=C1)=O)C